5-(2-fluoro-6-hydroxy-4-(((3-methyl-1H-pyrazol-5-yl)amino)methyl)phenyl)-1,2,5-thiadiazolidin-3-one 1,1-dioxide FC1=C(C(=CC(=C1)CNC1=CC(=NN1)C)O)N1CC(NS1(=O)=O)=O